FC(C=1C=C(C=C(C1)C(F)(F)F)C=1C(=NN(C1C(=O)N1CCOCC1)C=1SC(=C(N1)C1=CC(=C(C=C1)Cl)Cl)SC(C)C)C)(F)F (4-(3,5-bis(trifluoromethyl)phenyl)-1-(4-(3,4-dichlorophenyl)-5-(isopropylthio)thiazol-2-yl)-3-methyl-1H-pyrazol-5-yl)(morpholino)methanone